3-(6-((tert-butyldimethylsilyl)oxy)-1-oxoisoindolin-2-yl)piperidine-2,6-dione [Si](C)(C)(C(C)(C)C)OC1=CC=C2CN(C(C2=C1)=O)C1C(NC(CC1)=O)=O